2-(1-acryloylpiperidine-3-yl)-4-(4-phenoxyphenyl)thiazole-5-carboxamide C(C=C)(=O)N1CC(CCC1)C=1SC(=C(N1)C1=CC=C(C=C1)OC1=CC=CC=C1)C(=O)N